N-(3-(5-fluoro-2-(3-(2-morpholino-2-oxoethoxy)phenylamino)pyrimidin-4-ylamino)phenyl)acrylamide FC=1C(=NC(=NC1)NC1=CC(=CC=C1)OCC(=O)N1CCOCC1)NC=1C=C(C=CC1)NC(C=C)=O